C1(NC(C[C@H]2N1CCC2)=O)=O (S)-Tetrahydro-pyrrolo[1,2-c]pyrimidine-1,3-dione